1-(3,4-difluorophenyl)ethan-1-d-1-ol FC=1C=C(C=CC1F)C(C)(O)[2H]